C1(=CC=CC=C1)N=C(C(=C)C1=CC=NC=C1)C1=CC=CC=C1 N,1-diphenyl-2-(pyridin-4-yl)prop-2-en-1-imine